BrC1=CC=C(C=C1)CS(=O)(=O)CC1=CC=C(C=C1)Br 4-bromophenyl-methylsulfone